COC1=CC=CC=2C=3N(C(=NC12)N)N=C(N3)CCNC=3C=NN(C3)C 7-methoxy-2-(2-((1-methyl-1H-pyrazol-4-yl)amino)ethyl)-[1,2,4]triazolo[1,5-c]quinazolin-5-amine